fluoro-4-(1-hydroxyethyl)-5-(1H-benzimidazol-5-yl)benzoic acid FC1=C(C(=O)O)C=C(C(=C1)C(C)O)C1=CC2=C(NC=N2)C=C1